C(CC1=CC=CC=C1)OC1=C(CBr)C=CC=C1 2-(phenethoxy)benzyl bromide